ethyl 5-(3-fluoro-2-pyridinyl)-7-hydroxy-6,7-dihydro-5H-pyrrolo[1,2-b][1,2,4]triazole-2-carboxylate FC=1C(=NC=CC1)C1CC(C=2N1N=C(N2)C(=O)OCC)O